C(CCCCC)C(C)O[Si](OCC)(OCC)C hexylmethyltriethoxysilane